acryloxydecyltrifluorosilane C(C=C)(=O)OCCCCCCCCCC[Si](F)(F)F